FC(C1=CC=C(C=C1)C(N1C[C@@H](N(C[C@H]1C)C(=O)OC(C)(C)C)C)C1=CC=C(C=C1)OC)F tert-butyl (2S,5R)-4-((4-(difluoromethyl)phenyl)(4-methoxyphenyl)methyl)-2,5-dimethylpiperazine-1-carboxylate